N-((1H-imidazol-5-yl)methyl)-5-(3-chlorophenyl)-7H-pyrrolo[2,3-d]pyrimidin-4-amine N1C=NC=C1CNC=1C2=C(N=CN1)NC=C2C2=CC(=CC=C2)Cl